SCCC[Si](OCC)(OCC)C Mercaptopropylmethyl-diethoxysilan